tert-butyl (2R,6S)-4-{2-[6-(methoxymethoxy)-2,7-dimethylindazol-5-yl]pyrido[3,2-d]pyrimidin-6-yl}-2,6-dimethylpiperazine-1-carboxylate COCOC=1C(=CC2=CN(N=C2C1C)C)C=1N=CC2=C(N1)C=CC(=N2)N2C[C@H](N([C@H](C2)C)C(=O)OC(C)(C)C)C